C(#N)C=1C=C(C=CC1)C1=NN2C(N=C(C=C2)C(=O)N[C@H](C(C)(C)O)C)=C1C1=CC(=NC(=C1)C)CO 2-(3-cyanophenyl)-N-[(1S)-2-hydroxy-1,2-dimethyl-propyl]-3-[2-(hydroxymethyl)-6-methyl-4-pyridinyl]pyrazolo[1,5-a]pyrimidine-5-carboxamide